BrC1=C(C=CC(=C1)I)Cl 2-Bromo-1-chloro-4-iodobenzol